[Si](C)(C)(C(C)(C)C)O[C@H](COCC=O)CCC1(OCCO1)C (S)-2-(2-((tert-butyldimethylsilyl)oxy)-4-(2-methyl-1,3-dioxolan-2-yl)butoxy)acetaldehyde